5-bromo-3-((2,3-dichlorophenylimino)-methyl)benzene-1,2-diol BrC1=CC(=C(C(=C1)O)O)C=NC1=C(C(=CC=C1)Cl)Cl